1-(4-(4-(6-amino-5-(5-(3-chlorophenyl)Oxazol-2-yl)pyridin-3-yl)-1H-pyrazol-1-yl)piperidin-1-yl)ethanone NC1=C(C=C(C=N1)C=1C=NN(C1)C1CCN(CC1)C(C)=O)C=1OC(=CN1)C1=CC(=CC=C1)Cl